(3aR,7aR)-1-(2H-[1,3]dioxolo[4,5-e][1,3]benzothiazol-7-yl)hexahydropyrano[3,4-d]imidazol-2(3H)-one O1COC=2C=CC3=C(N=C(S3)N3C(N[C@@H]4[C@H]3CCOC4)=O)C21